5-(4-Methoxy-6-nitroquinolin-2-yl)thiazole ((4-((benzyloxy)methyl)cyclopentane-1,2-diyl)bis(oxy))bis(ethane-2,1-diyl) bis(4-methylbenzenesulfonate) CC1=CC=C(C=C1)S(=O)(=O)OCCOC1C(CC(C1)COCC1=CC=CC=C1)OCCOS(=O)(=O)C1=CC=C(C=C1)C.COC1=CC(=NC2=CC=C(C=C12)[N+](=O)[O-])C1=CN=CS1